CC1=C(C=C(C(=O)N2CC(C(C2)C(=O)N)C(=O)N)C=C1)N1C(N(C2=NC(=NC=C2C1)NC=1C=NC(=CC1)C)C)=O (4-methyl-3-(1-methyl-7-((6-methylpyridin-3-yl)amino)-2-oxo-1,4-dihydropyrimido[4,5-d]pyrimidin-3(2H)-yl)benzoyl)pyrrolidine-3,4-dicarboxamide